ClC1=NC(=CC1=S)C[N+](=O)[O-] 2-chloro-5-(nitromethyl)pyrrole-3-thione